N1(N=CC2=CC=CC=C12)CC(=O)O Indazol-1-ylacetic acid